[5-(2-chloro-4-fluoro-6-methylphenylcarbamoyl)thiazol-2-yl]-carbamic acid tert-butyl ester C(C)(C)(C)OC(NC=1SC(=CN1)C(NC1=C(C=C(C=C1C)F)Cl)=O)=O